ClC=1C=CC(=C(C1)C1=NNC=C1C=1N=C2C=C(C=NC2=CC1)NCCN1CCN(CC1)CC)F 6-[3-(5-chloro-2-fluoro-phenyl)-1H-pyrazol-4-yl]-N-[2-(4-ethylpiperazin-1-yl)ethyl]-1,5-naphthyridin-3-amine